(S)-N-(5-(2-(1-cyclopropylethyl)-7-(dimethylphosphoryl)-1-oxoisoindolin-5-yl)-4-methylthiazol-2-yl)acetamide C1(CC1)[C@H](C)N1C(C2=C(C=C(C=C2C1)C1=C(N=C(S1)NC(C)=O)C)P(=O)(C)C)=O